C(CCCCCCCC)C=1C(C1)C(=O)O (-)-2-nonyl-2-cyclopropene-1-carboxylic acid